C(C)OC(=O)C1CC(C1)O[Si](C)(C)C(C)(C)C 3-((tert-butyl-(dimethyl)silyl)oxy)cyclobutanecarboxylic acid ethyl ester